3-[5-[2-(1,4-dioxaspiro[4.5]decan-8-yl)ethynyl]-3-methyl-2-oxo-benzimidazol-1-yl]piperidine-2,6-dione O1CCOC12CCC(CC2)C#CC2=CC1=C(N(C(N1C)=O)C1C(NC(CC1)=O)=O)C=C2